ClC1=CC2=C(N=N1)N(C=N2)CC(=O)N(C)C 2-{3-Chloro-7H-imidazo[4,5-c]pyridazin-7-yl}-N,N-dimethylacetamide